2-(bromomethyl)-1-chloro-3-nitro-benzene BrCC1=C(C=CC=C1[N+](=O)[O-])Cl